ethyl (E)-3-ethoxy-2-methylacrylate C(C)O/C=C(/C(=O)OCC)\C